P(OCC1=CC(=C(C(=C1)C(C)(C)C)O)C(C)(C)C)(OCC1=CC(=C(C(=C1)C(C)(C)C)O)C(C)(C)C)=O.[Ca] calcium bis[(3,5-bis(1,1-dimethylethyl)-4-hydroxyphenyl) methyl] phosphonate